(e)-4-butyl-7-methylocta-2,6-dienal C(CCC)C(/C=C/C=O)CC=C(C)C